COC1=C(CN(S(=O)(=O)C2=C(C=C(C=C2F)N2C[C@@](CCC2)(CCC2=NC(=CC=C2)C(F)(F)F)N(C)C)F)C2=NC=NC=C2)C=CC(=C1)OC (R)-N-(2,4-dimethoxybenzyl)-4-(3-(dimethylamino)-3-(2-(6-(trifluoromethyl)pyridin-2-yl)ethyl)piperidin-1-yl)-2,6-difluoro-N-(pyrimidin-4-yl)benzenesulfonamide